P(O)(=O)(OP(=O)(O)OP(=O)(O)O)OC[C@@H]1[C@H](C[C@@H](O1)N1C=NC=2C(=O)NC(NC)=NC12)O N2-methyl-2'-deoxyguanosine-5'-Triphosphate